7-(5-(5-(4-aminopiperidin-1-yl)-1,3,4-thiadiazol-2-yl)-4-(isopropylamino)pyridin-2-yl)pyrrolo[1,2-b]pyridazine-3-carbonitrile hydrochloride Cl.NC1CCN(CC1)C1=NN=C(S1)C=1C(=CC(=NC1)C1=CC=C2N1N=CC(=C2)C#N)NC(C)C